(S)-(2-(2-(difluoromethoxy)-7-methylquinoxalin-5-yl)-5-fluoro-7,8-dihydrobenzofuro[5,4-d]thiazol-7-yl)methanol methyl-3-[2-(2-bromoethoxy)phenyl]propanoate CC(C(=O)OC[C@H]1OC2=C(C1)C1=C(N=C(S1)C1=C3N=CC(=NC3=CC(=C1)C)OC(F)F)C=C2F)CC2=C(C=CC=C2)OCCBr